(1S,4S,5S)-4-iodo-6-oxabicyclo[3.2.1]octan-7-one I[C@H]1CC[C@@H]2C(O[C@H]1C2)=O